ClC1=NC(=CC2=C1N=CN=C2NCC(C)(C)C)N[C@@H](C2=C1C=CN(C(C1=CC=C2)=O)C)C=2N=NN(C2)C2CC21CC1 5-{(1S)-[(8-chloro-4-(neopentylamino)pyrido[3,4-d]pyrimidin-6-yl)amino][1-(spiro[2.2]pentan-1-yl)-1H-1,2,3-triazol-4-yl]methyl}-2-methylisoquinolin-1(2H)-one